[2H]C1=CC=C2C3=C(C(=C(C4=C3C(=C(C(=C4[2H])[2H])[2H])C5=C(C(=C(C1=C25)[2H])[2H])[2H])[2H])[2H])[2H] perylene-d10